ClC1=C(C=C(C(=O)N2CCC3(CCN(CC3)C(=O)OC(C)(C)C)CC2)C=C1)N1C(NC(CC1)=O)=O tert-Butyl 9-(4-chloro-3-(2,4-dioxotetrahydropyrimidin-1(2H)-yl)benzoyl)-3,9-diazaspiro[5.5]undecane-3-carboxylate